C(C)(C)(C)OC(=O)N1CCN(CC1)C1=NC=NC2=CC=C(C=C12)C=1C=NC(=C(C1)NS(=O)(=O)C1=C(C=CC=C1F)F)OC 4-(6-(5-((2,6-difluorophenyl)sulfonylamino)-6-methoxypyridin-3-yl)quinazolin-4-yl)piperazine-1-carboxylic acid tert-butyl ester